FC1(CC(COC1)COC1=CC=C(C=C1)C=1C=C(C(NC1C(F)(F)F)=O)C(=O)N)F 5-(4-((5,5-Difluorotetrahydro-2H-pyran-3-yl)methoxy)phenyl)-2-oxo-6-(trifluoromethyl)-1,2-dihydropyridine-3-carboxamide